(R)-2-((4-((1r,4S)-4-((tert-butyldimethylsilyl)-oxy)cyclohexyl)-2-methylbutan-2-yl)amino)-1-(3-fluorophenyl)ethan-1-ol [Si](C)(C)(C(C)(C)C)OC1CCC(CC1)CCC(C)(C)NC[C@H](O)C1=CC(=CC=C1)F